3-(4-{3-[5-(5-Methyl-[1,2,4]oxadiazol-3-yl)-pyridin-2-yloxy]-propyl}-piperazin-1-yl)-benzo[d]isothiazole oxalate C(C(=O)O)(=O)O.CC1=NC(=NO1)C=1C=CC(=NC1)OCCCN1CCN(CC1)C1=NSC2=C1C=CC=C2